CN(C=CC1=C(C(=CC(=C1)SC)C)[N+](=O)[O-])C N,N-dimethyl-2-(3-methyl-5-(methylthio)-2-nitrophenyl)ethen-1-amine